C(C)OC([C@@H](NC(CCCOCC1=CC=CC=C1)=O)CC1=CC(=CC=C1)OC(F)(F)F)=O N-[4-(benzyloxy)butanoyl]-3-(trifluoromethoxy)phenylalanine ethyl ester